OC1=C(C=C(C=C1)C(C)(C)C)N1N=C2C(=N1)C=CC=C2 2-[2-hydroxy-5-tert-butylphenyl]-benzotriazole